2-(2,6-dioxo-3-piperidyl)-4-[2-(2-prop-2-ynoxyethoxy)ethylamino]isoindoline-1,3-dione O=C1NC(CCC1N1C(C2=CC=CC(=C2C1=O)NCCOCCOCC#C)=O)=O